3-[3-(hydroxymethyl)-4-methylphenyl]-3-(4-methyl-1-{2-[(oxacyclohex-2-yl)oxy]Ethyl}-1H-benzotriazol-5-yl)propionic acid OCC=1C=C(C=CC1C)C(CC(=O)O)C1=C(C2=C(N(N=N2)CCOC2OCCCC2)C=C1)C